[1-[6-[5-(6-methyl-2-pyridyl)-1H-imidazol-4-yl]-3-quinolyl]azetidin-3-yl]methanamine CC1=CC=CC(=N1)C1=C(N=CN1)C=1C=C2C=C(C=NC2=CC1)N1CC(C1)CN